(2R,3R,4S,5R,6R)-4-(4-(4-bromo-2,3-difluorophenyl)-1H-1,2,3-triazol-1-yl)-6-((5-(tert-butyl)isoxazol-3-yl)methyl)-2-(hydroxymethyl)-5-methoxytetrahydro-2H-pyran-3-ol BrC1=C(C(=C(C=C1)C=1N=NN(C1)[C@H]1[C@H]([C@H](O[C@@H]([C@@H]1OC)CC1=NOC(=C1)C(C)(C)C)CO)O)F)F